C(C)(C)(C)P(C(C)(C)C)C(C)(C)C tris(tertbutyl)phosphine